2,5-Dimethyl-2,5-bis(tert-butylperoxy)hexane CC(C)(CCC(C)(OOC(C)(C)C)C)OOC(C)(C)C